ClC1=NC=C(C(=N1)NC1CC1)C(=O)NC1=C(C=CC=C1C)C 2-chloro-4-(cyclopropylamino)-N-(2,6-DIMETHYLPHENYL)pyrimidine-5-carboxamide